COC(C1=CC=C(C=C1)OCCCCCCCCN(C(=O)OC(C)(C)C)C(=O)OC(C)(C)C)=O.CSC(C(=O)N1C(CCCC1)C=1NC=C(N1)C1=CC=C(C=C1)NS(=O)(=O)C)C N-(4-(2-(1-(2-(methylthio)propanoyl)piperidin-2-yl)-1H-imidazol-4-yl)phenyl)methanesulfonamide methyl-4-[8-[bis(tert-butoxycarbonyl)amino]octoxy]benzoate